ClC1=C(C=CC(=C1)Cl)CC(=O)Cl 2,4-dichlorophenylacetyl chloride